(1R,3R,4R)-N-[(1S)-1-cyano-2-[(3S)-2-oxopyrrolidin-3-yl]ethyl]-2-[(2S)-3-cyclobutyl-2-[(2,2,2-trifluoroacetyl)amino]propanoyl]-5,5-difluoro-2-azabicyclo[2.2.2]octane-3-carboxamide C(#N)[C@H](C[C@H]1C(NCC1)=O)NC(=O)[C@@H]1N([C@H]2CC([C@@H]1CC2)(F)F)C([C@H](CC2CCC2)NC(C(F)(F)F)=O)=O